5-((1-propenylpiperidin-4-yl)amino)-1H-pyrrolo[2,3-b]pyridine-3-carboxylic acid ethyl ester C(C)OC(=O)C1=CNC2=NC=C(C=C21)NC2CCN(CC2)C=CC